[Pt].C(=C)[Si](O[Si](C1=CC=CC=C1)(C1=CC=CC=C1)C=C)(C1=CC=CC=C1)C1=CC=CC=C1 1,3-divinyl-1,1,3,3-tetraphenyldisiloxane platinum